(R)-8-(6-(1-(2-(4,4-difluoropiperidin-1-yl)ethoxy)ethyl)pyridin-3-yl)-1-isopropyl-3-methyl-1H-imidazo[4,5-c]cinnolin-2(3H)-one FC1(CCN(CC1)CCO[C@H](C)C1=CC=C(C=N1)C1=CC=2C3=C(N=NC2C=C1)N(C(N3C(C)C)=O)C)F